The molecule is a monounsaturated fatty acid anion that is the conjugate base of 10-heptadecenoic acid, obtained by deprotonation of the carboxy group; major species at pH 7.3. It is a monounsaturated fatty acid anion and a long-chain fatty acid anion. It is a conjugate base of a 10-heptadecenoic acid. CCCCCC/C=C/CCCCCCCCC(=O)[O-]